1-(4-(8-(but-3-en-1-yloxy)-[1,2,4]triazolo[1,5-a]pyrazin-6-yl)-5-chloropyridin-2-yl)ethan-1-one C(CC=C)OC=1C=2N(C=C(N1)C1=CC(=NC=C1Cl)C(C)=O)N=CN2